(E)-1-(2'-chloro-[1,1'-biphenyl]-4-yl)-3-(quinoxalin-6-yl)prop-2-en-1-one ClC1=C(C=CC=C1)C1=CC=C(C=C1)C(\C=C\C=1C=C2N=CC=NC2=CC1)=O